C1(=CC=C(C=C1)C=1C(=NC=CC1)C1=NC(=CC=C1)C1=NC=CC=C1)C=1C(=NC=CC1)C1=NC(=CC=C1)C1=NC=CC=C1 (1,4-phenylene)bis(2,2':6',2''-terpyridine)